2'-(1,4-phenylenedi-2,1-ethenylene)bis[5-aminobenzenesulfonic acid] C1(=CC=C(C=C1)C=CC1=C(C=C(C=C1)N)S(=O)(=O)O)C=CC1=C(C=C(C=C1)N)S(=O)(=O)O